Cl.NC=1C=CC(=C(C1)B(O)O)CO 5-AMINO-2-(HYDROXYMETHYL)BENZENEBORONIC ACID HYDROCHLORIDE